N-((1r,3r)-3-((5-(3-fluoroimidazo[1,2-a]pyridin-6-yl)-4-methoxy-7H-pyrrolo[2,3-d]pyrimidin-2-yl)amino)-1-methylcyclobutyl)acetamide FC1=CN=C2N1C=C(C=C2)C2=CNC=1N=C(N=C(C12)OC)NC1CC(C1)(C)NC(C)=O